O1C[C@@H](OC2=NC=CC=C21)C2=CC=C(C=C2)CN2CCN(CC2)C(CCNC(C)=O)=O N-[3-[4-[[4-[(3S)-2,3-dihydro-[1,4]dioxino[2,3-b]pyridin-3-yl]phenyl]methyl]piperazin-1-yl]-3-oxo-propyl]acetamide